CC1=CC=C(O1)N1C(CN(CC1)C(C=C)=O)=O 1-(5-methyl-2-furyl)-4-prop-2-enoyl-piperazin-2-one